FC1(CNCCC1NC(=O)C1=C(OC2=C1C=C(C=C2)OCC=2C(=NC=CC2)C(F)(F)F)C)F N-(3,3-difluoropiperidin-4-yl)-2-methyl-5-((2-(trifluoromethyl)pyridin-3-yl)methoxy)benzo-furan-3-carboxamide